2-(1,2,3,4-tetrahydronaphthalen-1-yl)-4,5-dihydro-1H-imidazole C1(CCCC2=CC=CC=C12)C=1NCCN1